5-(trifluoromethyl)-1,2-oxazol FC(C1=CC=NO1)(F)F